1-[5-(difluoromethyl)-6-[3-(difluoromethyl)-5-methyl-pyrazol-1-yl]-2-pyridyl]-N-(6-methylpyridazin-3-yl)-6-(oxetan-3-yloxy)benzimidazol-5-amine FC(C=1C=CC(=NC1N1N=C(C=C1C)C(F)F)N1C=NC2=C1C=C(C(=C2)NC=2N=NC(=CC2)C)OC2COC2)F